BrCCCCCCCCCBr ls-1,9-dibromononane